C1(=CC=C(C=C1)C)OC methyl cresyl ether